C(C=C)(=O)C(C(C(=O)O)(C(=O)O)[O-])CCCCCCCC acryloyl-oxidodecane-1,1-dicarboxylic acid